COC(=O)C=1N(C2=CC=CC=C2C1)CC1=CC=C(C2=CC=CC=C12)Br 1-(4-bromonaphthalene-1-yl)methyl-1H-indole-2-carboxylic acid methyl ester